[Na+].C1(=CC=CC=C1)O[Si]([O-])([O-])[O-].[Na+].[Na+] phenylsilicate sodium salt